C(CCCC)(=O)O pentaneoic acid